choline sodium chloride hydrate O.[Cl-].[Na].OCC[N+](C)(C)C